BrC1=CC=C2C(=N1)NC=C2S(=O)(=O)NC2=NC(=C(C(=N2)OC)CCC(F)F)OC 6-bromo-N-[5-(3,3-difluoropropyl)-4,6-dimethoxy-pyrimidin-2-yl]-1H-pyrrolo[2,3-b]pyridine-3-sulfonamide